CC1=CC2=C(S(N=C(O2)C2=CC=CC=C2)(=O)=O)C=C1 6-methyl-3-phenylbenzo[e][1,4,3]oxathiazin-1,1-dioxide